3,4,6,6a-tetrahydropyrrolo[3,4-d]imidazole-5(1H)-carboxylate N1CNC2C1CN(C2)C(=O)[O-]